O(C1=CC=CC=C1)C1=CC=C(C=C1)NS(=O)(=O)C1=CC=C(C=C1)NC(=O)NCC=1C=NC=CC1 1-{4-[(4-phenoxyphenyl)sulfamoyl]phenyl}-3-(pyridin-3-ylmethyl)urea